C1=CC=CC=2C3=CC=CC=C3C(C12)COC(=O)N[C@@H](CC1=CC(=CC=C1)S(F)(F)(F)(F)F)C(=O)O N-{[(9H-fluoren-9-yl)methoxy]carbonyl}-3-(pentafluoro-lambda6-sulfanyl)phenylalanine